3-methyl-1-hexen-3-ol CC(C=C)(CCC)O